COCOCCCC(CC(CC(C)I)C)C 8-iodo-4,6-dimethylnonyl methoxymethyl ether